C(C)(=O)C1=NN(C2=CC=C(C=C12)C=1C=NC(=NC1)C)CC(=O)N1[C@@H](C[C@](C1)(CN1N=NC=C1)F)C(=O)NC1=NC(=CC=C1)Br (2S,4S)-1-{2-[3-Acetyl-5-(2-methylpyrimidin-5-yl)indazol-1-yl]acetyl}-N-(6-bromopyridin-2-yl)-4-fluoro-4-(1,2,3-triazol-1-ylmethyl)pyrrolidine-2-carboxamide